1-(3-cyanopropyl)pyridine chloride [Cl-].C(#N)CCCN1CC=CC=C1